C(CC)(=S)OCCCCCCCCCCCCC tridecyl thiopropionate